N-[4-[4-(4-aminocyclohexanecarbonyl)piperazine-1-carbonyl]-3-chlorophenyl]-5-[1-cyclopropyl-3-(trifluoromethyl)pyrazol-4-yl]-1-methylimidazole-2-carboxamide NC1CCC(CC1)C(=O)N1CCN(CC1)C(=O)C1=C(C=C(C=C1)NC(=O)C=1N(C(=CN1)C=1C(=NN(C1)C1CC1)C(F)(F)F)C)Cl